2-(2,2-diethoxy-ethyl)-5-[1-(2-fluoro-6-methyl-phenyl)-piperidin-4-yl]-7-(2-trifluoromethyl-benzyl)-2,4,5,7-tetrahydro-pyrazolo[3,4-d]pyrimidin-6-one C(C)OC(CN1N=C2N(C(N(CC2=C1)C1CCN(CC1)C1=C(C=CC=C1C)F)=O)CC1=C(C=CC=C1)C(F)(F)F)OCC